NC=1C2=C(N=CN1)N(C=C2Br)[C@@H]2O[C@@H]([C@H]([C@H]2O)O)\C=C\CCNCC2=CC=CC=C2 (2R,3R,4S,5R)-2-{4-amino-5-bromo-7H-pyrrolo[2,3-d]pyrimidin-7-yl}-5-[(1E)-4-(benzylamino)but-1-en-1-yl]oxolane-3,4-diol